(1R,3r)-3-((R)-3-(1-(5-amino-4-(((R)-1-(2,4-dichlorophenyl)ethyl)amino)pyridin-2-yl)azetidin-3-yl)piperidin-1-yl)-1-methylcyclobutane-1-carboxylic acid NC=1C(=CC(=NC1)N1CC(C1)[C@@H]1CN(CCC1)C1CC(C1)(C(=O)O)C)N[C@H](C)C1=C(C=C(C=C1)Cl)Cl